4-(dimethyl-amino)-N-methylbut-2-enamide CN(CC=CC(=O)NC)C